C(C(C)(C)C)(=O)OC#CC1=CC=CC=C1 1-(phenylethynyl) pivalate